CC=1C(=NC=C(C1)B1OC(C(O1)(C)C)(C)C)C(=O)NC1=NC(=CC=C1)C 3-methyl-N-(6-methylpyridin-2-yl)-5-(4,4,5,5-tetramethyl-1,3,2-dioxaborolan-2-yl)picolinamide